ethyl 2-(5-(difluoromethyl)-3-fluoro-N-methyl-1H-indazole-7-sulfonamido)acetate FC(C=1C=C2C(=NNC2=C(C1)S(=O)(=O)N(C)CC(=O)OCC)F)F